(2R,3S)-2-((E)-3-(5-chloro-4-methyl-1H-benzo[d]imidazol-1-yl)prop-1-enyl)piperidin-3-ol ClC1=C(C2=C(N(C=N2)C/C=C/[C@H]2NCCC[C@@H]2O)C=C1)C